methyl 2-[4-(acetylsulfanyl)benzoyl]-4-(4-fluorophenyl)butanoate C(C)(=O)SC1=CC=C(C(=O)C(C(=O)OC)CCC2=CC=C(C=C2)F)C=C1